3-(3-methoxyphenyl)-N7,N7-dimethylisoquinoline-1,7-diamine COC=1C=C(C=CC1)C=1N=C(C2=CC(=CC=C2C1)N(C)C)N